tert-butyl N-(4-carbamoyl-2-ethoxy-phenyl)-N-prop-2-ynyl-carbamate C(N)(=O)C1=CC(=C(C=C1)N(C(OC(C)(C)C)=O)CC#C)OCC